8-(1-(2,2-difluoroethyl)-1H-pyrazolo[3,4-b]pyrazin-6-yl)-2-((5-(trifluoromethyl)pyrazin-2-yl)methyl)-2,8-diazaspiro[4.5]decan-1-one FC(CN1N=CC=2C1=NC(=CN2)N2CCC1(CCN(C1=O)CC1=NC=C(N=C1)C(F)(F)F)CC2)F